2-ketobutyrate O=C(C(=O)[O-])CC